C(CCCC\C=C/C\C=C/C\C=C/CCCCC)(=O)Cl γ-linolenic acid chloride